N,N,N',N'-Tetrakis(3-aminopropyl)-1,4-diaminobutane NCCCN(CCCCN(CCCN)CCCN)CCCN